IC1=C(C=CC=C1)OCC1=CC=C(C=C1)C 1-iodo-2-((4-methylbenzyl)oxy)benzene